6-(2-chlorophenyl)-2-{[3-methyl-4-(4-methylpiperazin-1-yl)phenyl]amino}imidazo[1,2-a]pyrimido[5,4-e]pyrimidin-5(6H)-one ClC1=C(C=CC=C1)N1C=2N(C3=C(C1=O)C=NC(=N3)NC3=CC(=C(C=C3)N3CCN(CC3)C)C)C=CN2